(-)-(Z)-5-((1S,5S,6R)-2,6-dimethylbicyclo[3.1.1]hept-2-en-6-yl)-2-methylpent-2-en-1-ol CC=1[C@H]2[C@]([C@@H](CC1)C2)(C)CC\C=C(/CO)\C